N[C@H](C(=O)NCC1=C(C(=CC=C1)Cl)F)CCSC (S)-2-amino-N-(3-chloro-2-fluorophenylmethyl)-4-(methylthio)butanamide